1,3,5-trimethyl-N-(2-methyl-1-oxopropyl)-N-[3-(2-methylpropyl)-4-[2,2,2-trifluoro-1-methoxy-1-(trifluoromethyl)ethyl]phenyl]-1H-pyrazole-4-carboxamide CN1N=C(C(=C1C)C(=O)N(C1=CC(=C(C=C1)C(C(F)(F)F)(C(F)(F)F)OC)CC(C)C)C(C(C)C)=O)C